ClC1=C(C(=O)O)C=CC(=C1)OC1=CC=C(C=2C=COC21)F 2-chloro-4-((4-fluorobenzofuran-7-yl)oxy)benzoic acid